NC=1C(=NC=C(N1)N1CCC(CC1)(C)N)SC=1C(=C(C=CC1)N1CCN(CC1)CC1=C(C=CC=C1)N1C(NC(CC1)=O)=O)Cl 1-(2-((4-(3-((3-amino-5-(4-amino-4-methylpiperidin-1-yl)pyrazin-2-yl)thio)-2-chlorophenyl)piperazin-1-yl)methyl)phenyl)dihydropyrimidine-2,4(1H,3H)-dione